N1N=CC2=CC(=CC=C12)NC1=NC(=NC=C1)C1=CC=C2C(=C(NC2=C1)C(=O)NC1=CN=NC=C1)Cl 6-(4-((1H-indazol-5-yl)amino)-pyrimidin-2-yl)-3-chloro-N-(pyridazin-4-yl)-1H-indole-2-carboxamide